C(C)(C)(C)OC(=O)N1CCN(CC1)C1CCC(CC1)OC1=NC=C(C=C1)C1=CC(=C(C=C1)N1N=CC(=C1)C(NCC1=NC(=NN1)C(C(F)(F)F)(C)C)=O)C tert-butyl-4-[4-[[5-[3-methyl-4-[4-[[3-(2,2,2-trifluoro-1,1-dimethyl-ethyl)-1H-1,2,4-triazol-5-yl]methylcarbamoyl]pyrazol-1-yl]phenyl]-2-pyridyl]oxy]cyclohexyl]piperazine-1-carboxylate